N[C@@H]1[C@H](CN(CC1)C1=NC=2CN3[C@@H](CN(C[C@@H]3C2C=C1)C1=C2C=CC(=NC2=C(C=C1)C#N)[2H])C)OC 5-[(2S,6R)-11-[(3s,4s)-4-amino-3-methoxy-1-piperidyl]-6-methyl-4,7,10-triazatricyclo[7.4.0.02,7]trideca-1(9),10,12-trien-4-yl]-2-deuterio-quinoline-8-carbonitrile